sodium-potassium sulfate salt S(=O)(=O)([O-])[O-].[K+].[Na+]